(2R,3R,4R,5R)-2-(4-aminopyrrolo[2,1-f][1,2,4]triazine-7-yl)-2-cyano-5-((((3-(Hexadecyloxy)propoxy)(((isopropoxycarbonyl)oxy)methoxy)phosphoryl)oxy)methyl)tetrahydrofuran NC1=NC=NN2C1=CC=C2[C@@]2(O[C@H](CC2)COP(=O)(OCOC(=O)OC(C)C)OCCCOCCCCCCCCCCCCCCCC)C#N